tert-butyl (1-(4-((4-(2-(4-((1s,3s)-3-aminocyclobutyloxy)phenyl) propan-2-yl)phenoxy)methyl)pyrimidin-2-yl)-3-methylazetidin-3-yl)carbamate NC1CC(C1)OC1=CC=C(C=C1)C(C)(C)C1=CC=C(OCC2=NC(=NC=C2)N2CC(C2)(C)NC(OC(C)(C)C)=O)C=C1